(R)-2-amino-5-(4-(2-(3,5-difluorophenyl)-2-hydroxyacetamido)-3-fluoro-2-methylphenyl)-N-(oxetan-3-yl)nicotinamide NC1=C(C(=O)NC2COC2)C=C(C=N1)C1=C(C(=C(C=C1)NC([C@H](O)C1=CC(=CC(=C1)F)F)=O)F)C